C(CCC)OC1=C(C=CC=C1)N(C(\C=C\C1=CC=C(C=C1)OC)=O)CCCC#C (E)-N-(2-butoxyphenyl)-3-(4-methoxyphenyl)-N-(pent-4-yn-1-yl)acrylamide